FC(C(=O)O)(F)F.COC=1C(=CC=2N(C1)N=C(C2)C)NC(=O)N2CCC=1C2=NC=CC1N1C[C@H](NCC1)C (R)-N-(6-methoxy-2-methylpyrazolo[1,5-a]pyridin-5-yl)-4-(3-methylpiperazin-1-yl)-2,3-dihydro-1H-pyrrolo[2,3-b]pyridine-1-carboxamide 2,2,2-trifluoroacetate